(R)-5-bromo-N-(1-methylpiperidin-3-yl)oxazolo[4,5-b]pyridin-2-amine BrC1=CC=C2C(=N1)N=C(O2)N[C@H]2CN(CCC2)C